3-propyl-2,3-dihydro-isoindol-1-one C(CC)C1NC(C2=CC=CC=C12)=O